(S)-4-(aminomethyl)pyrrolidin-2-one NC[C@@H]1CC(NC1)=O